mercury-iron [Fe].[Hg]